bromo-6-iodoisoquinoline-3-carboxylic acid BrC1=NC(=CC2=CC(=CC=C12)I)C(=O)O